2-(prop-2-yn-1-yloxy)ethyl 4-methylbenzene-1-sulfonate CC1=CC=C(C=C1)S(=O)(=O)OCCOCC#C